propanoic acid 3,7,11,15-tetramethylhexadecyl ester CC(CCOC(CC)=O)CCCC(CCCC(CCCC(C)C)C)C